NC1=C(C=C(C=N1)C=1C=C2N(N1)CC[C@]21CN(CC1)C(=O)NC1(CCC1)C1=CC=NC=C1)C#N |r| (rac)-2'-(6-amino-5-cyanopyridin-3-yl)-N-[1-(pyridin-4-yl)cyclobutyl]-5',6'-dihydrospiro[pyrrolidine-3,4'-pyrrolo[1,2-b]pyrazole]-1-carboxamide